C(CCCCCCCCCCC)S(=O)(=O)[O-] DODECANESULFONATE